C(C)(C)(C)OC(=O)N1CCN(CC1)C1=NC=C(C=C1Cl)I 4-(3-chloro-5-iodo-2-pyridinyl)piperazine-1-carboxylic acid tert-butyl ester